tert-butyl ((1r,4r)-4-(((4-(2,6-dimethylmorpholino)-3-fluoro-2-methylphenyl)amino)methyl)cyclohexyl)carbamate CC1OC(CN(C1)C1=C(C(=C(C=C1)NCC1CCC(CC1)NC(OC(C)(C)C)=O)C)F)C